2-chloro-3-(4-fluoro-2,6-dimethylphenoxy)-4-nitropyridine 1-oxide ClC1=[N+](C=CC(=C1OC1=C(C=C(C=C1C)F)C)[N+](=O)[O-])[O-]